methyl (5S,8S,10aR)-5-((tert-butoxycarbonyl)amino)-6-oxo-3-(2,2,2-trifluoroethyl)decahydropyrrolo[1,2-a][1,5]diazocine-8-carboxylate C(C)(C)(C)OC(=O)N[C@H]1CN(CC[C@@H]2N(C1=O)[C@@H](CC2)C(=O)OC)CC(F)(F)F